C[N+](CCC[Si](OC)(OC)OC)(CCCCCCCCCCCCCCCCCC)C dimethyl-octadecyl-(3-(trimethoxysilyl)propyl)ammonium